2-((2,4,6-trimethylphenyl)sulfonamido)acetamide CC1=C(C(=CC(=C1)C)C)S(=O)(=O)NCC(=O)N